C(C)(C)(C)OC(=O)N1C[C@@H](CCC1)OC1=CC(=CC(=C1)C=1SC(=CN1)C)C#N (3R)-3-[3-cyano-5-(5-methyl-1,3-thiazol-2-yl)phenoxy]piperidine-1-carboxylic acid tert-butyl ester